(E)-3-(2-(3-(2-((1,5-dimethyl-1H-pyrazol-3-yl)amino)-5-methylpyrimidin-4-yl)-1H-indol-7-yl)-1-oxoisoindolin-4-yl)-N-isopropylacrylamide CN1N=C(C=C1C)NC1=NC=C(C(=N1)C1=CNC2=C(C=CC=C12)N1C(C2=CC=CC(=C2C1)/C=C/C(=O)NC(C)C)=O)C